ClC=1C(NN=CC1N1CC2=C(C[C@H]1C)N(N=N2)[C@H](C)C2=C(C=CC=C2)C(F)(F)F)=O 4-chloro-5-[(6R)-6-methyl-1-[(1R)-1-[2-(trifluoromethyl)phenyl]ethyl]-1H,4H,5H,6H,7H-[1,2,3]triazolo[4,5-c]pyridin-5-yl]-2,3-dihydropyridazin-3-one